(6-Acetylbenzo[d][1,3]dioxol-5-yl)-2-bromoacetamide C(C)(=O)C=1C(=CC2=C(OCO2)C1)C(C(=O)N)Br